C(#C)C1(CC1)NC=1C2=C(N(C(N1)=O)C=1C=NC=CC1)N=C(C=C2)C(F)(F)F 4-((1-ethynylcyclopropyl)amino)-1-(pyridin-3-yl)-7-(trifluoromethyl)pyrido[2,3-d]pyrimidin-2(1H)-one